3-[(4-Fluorophenyl)amino]-4-nitropyridin-1-ium-1-olate FC1=CC=C(C=C1)NC=1C=[N+](C=CC1[N+](=O)[O-])[O-]